5,6-dichloro-1-methylisoindoline-3,3-d2 ClC=1C=C2C(NC(C2=CC1Cl)C)([2H])[2H]